1,4-dimethyl-5-nitropyridin-2(1H)-one CN1C(C=C(C(=C1)[N+](=O)[O-])C)=O